C[C@]12CCCC([C@@H]1C[C@H](C(=C)[C@@H]2CC[C@](C)(C=C)O)OO)(C)C The molecule is a labdane diterpenoid that is labda-8(17),14-diene substituted by a (R)-hydroxy group at position 13 and an alpha-hydroperoxy group at position 7. Isolated from the aerial parts of Aster spathulifolius, it exhibits moderate cytotoxicity against human cancer cells. It has a role as a metabolite and an antineoplastic agent. It is a labdane diterpenoid, a peroxol and a tertiary alcohol.